CCCCC#CCCCCC 5-undecayne